(5E)-5-[[4-[(E)-3-(4-Acetamidophenyl)-3-oxoprop-1-enyl]phenyl]methylidene]-4-oxo-2-sulfanylidene-1,3-thiazolidin C(C)(=O)NC1=CC=C(C=C1)C(/C=C/C1=CC=C(C=C1)\C=C\1/C(NC(S1)=S)=O)=O